4'-methylenebicycloHexyl diisocyanate [N-]=C=O.[N-]=C=O.C=C1CCC(CC1)C1CCCCC1